3-(4-(3-chlorophenyl)-4H-1,2,4-triazol-3-yl)-2-(6-methyl-4-(trifluoromethyl)pyridin-2-yl)hexahydrocyclopenta[c]pyrrole-1(2H)-one ClC=1C=C(C=CC1)N1C(=NN=C1)C1C2C(C(N1C1=NC(=CC(=C1)C(F)(F)F)C)=O)CCC2